1-methyl-5-phenyl-imidazole CN1C=NC=C1C1=CC=CC=C1